(3R,4R)-4-({7-amino-5-fluoropyrrolo[2,1-f][1,2,4]triazin-2-yl}amino)-1-methanesulfonylpiperidin-3-ol NC1=CC(=C2C=NC(=NN21)N[C@H]2[C@@H](CN(CC2)S(=O)(=O)C)O)F